methyl-(2R,4R)-4-(cyclohexyloxy)-1-phenylpyrrolidine (E)-ethyl-pyrimidine-3-carboxylate C(C)OC(=O)N1CN=CC=C1.C[C@H]1N(C[C@@H](C1)OC1CCCCC1)C1=CC=CC=C1